2-(tert-butyl)-1'-(7-ethoxy-3-(hydroxymethyl)-1-methyl-1H-indazole-5-carbonyl)-5H-spiro[benzo[d]thiazole-6,4'-piperidin]-4(7H)-one C(C)(C)(C)C=1SC2=C(N1)C(CC1(CCN(CC1)C(=O)C=1C=C3C(=NN(C3=C(C1)OCC)C)CO)C2)=O